BrC1=CC(=C(C(=C1)SC=C)CO)Cl (4-bromo-2-chloro-6-(vinylthio)phenyl)methanol